BrC=1N=CC(=NC1)NC(OC(C)(C)C)=O tert-butyl (5-bromopyrazin-2-yl)carbamate